4-Nitro-1-(tetrahydro-2H-pyran-4-yl)-1H-pyrazole [N+](=O)([O-])C=1C=NN(C1)C1CCOCC1